N-[1-(1H-indol-3-ylmethyl)pentyl]Thiazole-5-carboxamide N1C=C(C2=CC=CC=C12)CC(CCCC)NC(=O)C1=CN=CS1